5-(4-chloro-3-fluorophenyl)-3,7,7-trimethyl-4,5,6,7-tetrahydro-3H-imidazo[4,5-c]pyridine-2-carboxylic acid ClC1=C(C=C(C=C1)N1CC2=C(C(C1)(C)C)N=C(N2C)C(=O)O)F